CN1C2=C(CC[C@H](C1=O)NC(=O)C=1OC(=NN1)C1(CC1)C1=CC=CC=C1)N=CC=N2 (R)-N-(5-methyl-6-oxo-6,7,8,9-tetrahydro-5H-pyrazino[2,3-b]azepin-7-yl)-5-(1-phenylcyclopropyl)-1,3,4-oxadiazole-2-carboxamide